ClC1=CC(=NC2=CC(=CC=C12)C(F)(F)F)NC1=CC=C2C=CNC2=C1 4-chloro-N-(1H-indol-6-yl)-7-(trifluoromethyl)quinolin-2-amine